5-((4-chloro-5-((2,2'-dimethyl-3'-(3-(2-oxo-1,9-diazaspiro[5.5]undec-9-yl)propoxy)-[1,1'-biphenyl]-3-yl)methoxy)-2-formylphenoxy)methyl)nicotinonitrile ClC1=CC(=C(OCC=2C=NC=C(C#N)C2)C=C1OCC=1C(=C(C=CC1)C1=C(C(=CC=C1)OCCCN1CCC2(CCCC(N2)=O)CC1)C)C)C=O